C1(CC1)S(=O)(=O)N1N=CC(=C1)C1=NC=CC(=N1)C1(C=C(C(=CN1)C1=NC=C(C=C1)N1CCOCC1)NC(C)C)N 6'-(2-(1-(Cyclopropylsulfonyl)-1H-pyrazol-4-yl)pyrimidin-4-yl)-N4'-isopropyl-5-morpholino-[2,3'-bipyridine]-4',6'-diamine